N-((S)-1-(2-((2R,5R)-2-(((3R,5R)-3,5-dimethylmorpholino)methyl)-5-methylpiperazin-1-yl)acetyl)-7-(4-fluorobenzyl)-2-methyl-2,3-dihydro-1H-pyrido[2,3-b][1,4]oxazin-6-yl)propionamide C[C@@H]1COC[C@H](N1C[C@@H]1N(C[C@H](NC1)C)CC(=O)N1C2=C(OC[C@@H]1C)N=C(C(=C2)CC2=CC=C(C=C2)F)NC(CC)=O)C